4-(octylamino)pyridine C(CCCCCCC)NC1=CC=NC=C1